1-[1-(cyanomethyl)-4-(2,2,2-trifluoroethylamino)cyclohexyl]-3-(cyclopropanecarbonylamino)pyrazole-4-carboxamide C(#N)CC1(CCC(CC1)NCC(F)(F)F)N1N=C(C(=C1)C(=O)N)NC(=O)C1CC1